propyl-methacrylamine C(CC)NC(=O)C(=C)C